C(C)(C)(C)OC(=O)N[C@@H](CC1=CNC2=CC(=CC=C12)NC(C(F)(F)F)=O)C(=O)O N-(tert-butoxycarbonyl)-L-6-trifluoroacetamido-tryptophan